[Br-].O[N+](CC)(CC)CC hydroxyl-triethylammonium bromide